di-tert-butyl (3-(1-(3-bromobenzyl)-2-oxo-1,2-dihydropyridin-4-yl)-5-morpholino-1H-pyrrolo[2,3-b]pyridin-1-yl)methyl phosphate P(=O)(OC(C)(C)C)(OC(C)(C)C)OCN1C=C(C=2C1=NC=C(C2)N2CCOCC2)C2=CC(N(C=C2)CC2=CC(=CC=C2)Br)=O